The molecule is an organosulfonate salt obtained by combining equimolar amounts of edoxaban and 4-toluenesulfonic acid. Used (in the form of its monohydrate) for the treatment of deep vein thrombosis and pulmonary embolism. It has a role as an anticoagulant, an EC 3.4.21.6 (coagulation factor Xa) inhibitor and a platelet aggregation inhibitor. It contains an edoxaban(1+). CC1=CC=C(C=C1)S(=O)(=O)O.CN1CCC2=C(C1)SC(=N2)C(=O)N[C@@H]3C[C@H](CC[C@@H]3NC(=O)C(=O)NC4=NC=C(C=C4)Cl)C(=O)N(C)C